5-(2-thiophenecarbonyl)amino-3-(1-(tert-butyl)piperidin-4-yl)pyrrolo[3,2-b]pyridine S1C(=CC=C1)C(=O)NC1=CC=C2C(=N1)C(=CN2)C2CCN(CC2)C(C)(C)C